N1=C(C=CC=C1)N1CC(CCC1)C(=O)NC1=C(C=CC=C1)OCC1OCCCC1 1-(2-Pyridyl)-N-[2-(tetrahydropyran-2-ylmethoxy)phenyl]piperidine-3-carboxamide